COC1=CC=C(CNC2=NC(=NC=3N2N=CC3C3=CN=NC=C3)N3CCOCC3)C=C1 N-(4-methoxybenzyl)-2-(morpholin-4-yl)-8-(pyridazin-4-yl)pyrazolo[1,5-a][1,3,5]triazin-4-amine